4-(5-oxo-5-(4-(5-(trifluoromethyl)pyrimidin-2-yl)piperazin-1-yl)pentan-2-yl)phthalazin-1(2H)-one O=C(CCC(C)C1=NNC(C2=CC=CC=C12)=O)N1CCN(CC1)C1=NC=C(C=N1)C(F)(F)F